CC1(OB(OC1(C)C)C1=C(C=CC=C1)[C@H](C)NC(OC(C)(C)C)=O)C tert-butyl {(1S)-1-[2-(4,4,5,5-tetramethyl-1,3,2-dioxaborolan-2-yl)phenyl]ethyl}carbamate